3,6-bis[N-(9-phenylcarbazole-3-yl)-N-phenylamino]-9-phenyl-Carbazole C1(=CC=CC=C1)N1C2=CC=CC=C2C=2C=C(C=CC12)N(C1=CC=CC=C1)C=1C=CC=2N(C3=CC=C(C=C3C2C1)N(C=1C=CC=2N(C3=CC=CC=C3C2C1)C1=CC=CC=C1)C1=CC=CC=C1)C1=CC=CC=C1